ClC1=CC2=C(N=C(N=C2O)C=2C(=NN(C2)COCC[Si](C)(C)C)C)C=N1 6-chloro-2-(3-methyl-1-((2-(trimethylsilyl)ethoxy)methyl)-1H-pyrazol-4-yl)pyrido[3,4-d]pyrimidin-4-ol